FC1([C@H]([C@H](CCCC1)O)N1CC=2N=C(N=C(C2C1=O)NC)SC)F 6-((1S,7S)-2,2-difluoro-7-hydroxycycloheptyl)-4-(methylamino)-2-(methylthio)-6,7-dihydro-5H-pyrrolo[3,4-d]pyrimidin-5-one